2-([5-(3-Ethoxyphenyl)-1-[(2-ethoxy-phenyl)methyl]-1H-pyrazol-3-yl]-methoxy)-2-methylpropanoic acid C(C)OC=1C=C(C=CC1)C1=CC(=NN1CC1=C(C=CC=C1)OCC)COC(C(=O)O)(C)C